C1CC12CCN(CC2)C2=C(C=CC(=C2)[N+](=O)[O-])C=C(F)C=2C=C1C=CC=NC1=C(C2)N2CCC(CC2)(F)F 6-[2-(2-{6-azaspiro[2.5]octan-6-yl}-4-nitrophenyl)-1-fluoroethenyl]-8-(4,4-difluoropiperidin-1-yl)quinoline